2-METHYL-4,5-DIHYDROTHIOPHENE-3-CARBOXYLIC ACID CC=1SCCC1C(=O)O